CNC(OC(C)(C)C)=O tert-butyl methylcarbamate